Cl.C(C)C=1C(NC2=CC(=CC=C2N1)CN1CCNCC1)=O 3-ethyl-7-(piperazin-1-ylmethyl)-1H-quinoxalin-2-one hydrochloride salt